FC(C(=O)O)(F)F.CC=1NC(=NN1)[C@@H]1CC[C@H](CC1)N (trans)-4-(5-Methyl-4H-1,2,4-triazol-3-yl)cyclohexanamine trifluoroacetate